(S)-2-(4-(7,7-difluoro-2-(2-methylazetidin-1-yl)-6,7-dihydro-5H-cyclopenta[d]-pyrimidin-4-yl)phenyl)-1-(piperazin-1-yl)ethan-1-one FC1(CCC2=C1N=C(N=C2C2=CC=C(C=C2)CC(=O)N2CCNCC2)N2[C@H](CC2)C)F